bromo-2-(bromomethyl)-N-(tert-butyl)benzenesulfonamide BrC=1C(=C(C=CC1)S(=O)(=O)NC(C)(C)C)CBr